2-allylsulfanyl-1-(3-chlorophenyl)propan-1-one C(C=C)SC(C(=O)C1=CC(=CC=C1)Cl)C